C(C)(=O)OC[C@H]1O[C@H]([C@H]([C@@H]([C@@H]1CC(=O)O)CC(=O)O)CC(=O)O)OC1=CC=C(C=C1)N1C(=NC2=CC=C(C=C2C1=O)OC)C (2s,3s,4r,5s,6s)-2-(acetoxymethyl)-6-(4-(6-methoxy-2-methyl-4-oxoquinazolin-3(4H)-yl)phenoxy)tetrahydro-2H-pyran-3,4,5-triacetic acid